3-hydroxy-2-pentylcyclopentanecarboxylic acid OC1C(C(CC1)C(=O)O)CCCCC